NC1=C(C=C(C=N1)C=1N=C(N(C1)C12CC(C1)C2)CO)OC(F)(F)F (4-(6-amino-5-(trifluoromethoxy)pyridin-3-yl)-1-(bicyclo[1.1.1]-pentan-1-yl)-1H-imidazol-2-yl)methanol